2-hydroxy-4-(2-oxopyridin-1(2H)-yl)benzaldehyde OC1=C(C=O)C=CC(=C1)N1C(C=CC=C1)=O